NC1=C(C=CC=C1C#N)C1=CC(=CC(=C1)F)C(C)C amino-5'-fluoro-3'-isopropyl-[1,1'-biphenyl]-3-carbonitrile